BrC1=CC(=C(C=C1)CC(=O)O)\C=C\CC1=C(C=CC(=C1)Cl)COC1=NC(=CC=C1)Cl 2-[4-bromo-2-[(E)-3-[5-chloro-2-[(6-chloro-2-pyridyl)oxymethyl]phenyl]prop-1-enyl]phenyl]acetic acid